CC(C)(CCC(C)(OOC(C(CCCC)CC)=O)C)OOC(C(CCCC)CC)=O 2,5-dimethyl-2,5-di(2-ethylhexanoyl-peroxy)Hexane